2-(2-{5-[(3R,5R)-3-amino-5-fluoropiperidine-1-carbonyl]-7-methoxy-1-methyl-1H-1,3-benzodiazol-2-yl}-1-(cyclopropylmethyl)-1H-pyrrolo[2,3-b]pyridin-6-yl)-1-fluoropropan-2-ol N[C@H]1CN(C[C@@H](C1)F)C(=O)C1=CC2=C(N(C(=N2)C2=CC=3C(=NC(=CC3)C(CF)(C)O)N2CC2CC2)C)C(=C1)OC